(2R,3R,4R,5S)-1-(2,6-difluoro-4-(pyrrolidin-1-yl)phenethyl)-2-(hydroxymethyl)piperidine-3,4,5-triol FC1=C(CCN2[C@@H]([C@H]([C@@H]([C@H](C2)O)O)O)CO)C(=CC(=C1)N1CCCC1)F